C(C)OC(=O)CN([C@H](CC(C)C)C(=O)N1[C@@H](CCC1)C(=O)[N-]CC1=CC=C(C=C1)C(N)=N)C(=O)OC(C)(C)C [(ethoxy)carbonyl]methyl-N-(tert-butyloxycarbonyl)-D-leucyl-L-prolyl-[(4-carbamimidoyl)benzyl]amide